BrC1=CC=C(C=C1)NC1=NC(=NC=C1C(=O)N)NC1=C(C=C2CCN(CC2=C1)C)OC 4-[(4-bromophenyl)amino]-2-[(6-methoxy-2-methyl-1,2,3,4-tetrahydroisoquinolin-7-yl)amino]pyrimidine-5-carboxamide